C(C)C(COC=1C=C(C=2N(C1)N=CC2C#N)C=2C=NC(=CC2)N2CCN(CC2)CC2=NC=CC=C2)CC 6-(2-ethylbutoxy)-4-(6-(4-(pyridin-2-ylmethyl)piperazin-1-yl)pyridin-3-yl)pyrazolo[1,5-a]pyridine-3-carbonitrile